1-(methoxy)nonafluorobutane COC(C(C(C(F)(F)F)(F)F)(F)F)(F)F